bis-[2-(o-phenylphenylsulfonyloxy)phenyl]urea C1(=CC=CC=C1)C1=C(C=CC=C1)S(=O)(=O)OC1=C(C=CC=C1)NC(NC1=C(C=CC=C1)OS(=O)(=O)C1=C(C=CC=C1)C1=CC=CC=C1)=O